4,7-dimethyl-5,6-di-tert-butyl-1,3-isobenzofurandione CC1=C2C(OC(C2=C(C(=C1C(C)(C)C)C(C)(C)C)C)=O)=O